N-(4-bromo-1-((5-cyanopyridin-2-yl)methyl)-1H-pyrazol-3-yl)-2-(4-(1-(trifluoromethyl)cyclopropyl)phenyl)acetamide BrC=1C(=NN(C1)CC1=NC=C(C=C1)C#N)NC(CC1=CC=C(C=C1)C1(CC1)C(F)(F)F)=O